(4-amino-2-chlorophenyl)-4-methoxybenzenesulfonamide NC1=CC(=C(C=C1)C1=C(C=CC(=C1)OC)S(=O)(=O)N)Cl